B1(OC(C(O1)(C)C)(C)C)[C@@H]2C[C@H]2C3CC3 trans-2-([1,1'-bi(cyclopropan)]-2-yl)-4,4,5,5-tetramethyl-1,3,2-dioxaborolane